2-(2'-phenoxyethoxy)ethylene glycol O(C1=CC=CC=C1)CCOC(CO)O